3-(3-(2,4-dioxotetrahydropyrimidine-1(2H)-yl)-4-methoxybenzoyl)-3-azaspiro[5.5]undecane-9-formaldehyde O=C1N(CCC(N1)=O)C=1C=C(C(=O)N2CCC3(CC2)CCC(CC3)C=O)C=CC1OC